nonafluoro-tert-butyl alcohol FC(C(C(F)(F)F)(C(F)(F)F)O)(F)F